C(C)(C)(C)OC(=O)N(C1=NC=CC(=C1)C=1OC=C(N1)C(=O)NC=1C(=NN(C1)C)C(=O)O)CC(F)(F)F 4-[[2-[2-[Tert-butoxycarbonyl(2,2,2-trifluoroethyl)amino]-4-pyridyl]oxazole-4-carbonyl]amino]-1-methyl-pyrazole-3-carboxylic acid